N-((7-(4-(trifluoromethoxy)phenyl)thiazolo[5,4-d]pyrimidin-5-yl)methyl)acrylamide FC(OC1=CC=C(C=C1)C=1C2=C(N=C(N1)CNC(C=C)=O)SC=N2)(F)F